5-(3,4-difluorophenyl)-6-tetrahydropyran-3-yl-1H-pyrrolo[2,3-f]indazole FC=1C=C(C=CC1F)N1C(=CC2=C1C=C1C=NNC1=C2)C2COCCC2